(R)-4-(7-(4-ethynylbenzoyl)-2-(isopropylamino)-6-methyl-4-oxo-5,6,7,8-tetrahydropyrido[3,4-d]pyrimidin-3(4H)-yl)-N-methylbenzamide C(#C)C1=CC=C(C(=O)N2CC=3N=C(N(C(C3C[C@H]2C)=O)C2=CC=C(C(=O)NC)C=C2)NC(C)C)C=C1